FC(C1C(C1)C(C(=O)N1CCOC2=C(C1)C=NC=C2C#N)(C)C)F 4-[2-(2-(difluoromethyl)cyclopropyl)-2-methyl-propanoyl]-3,5-dihydro-2H-pyrido[3,4-f][1,4]oxazepine-9-carbonitrile